CN(CC(CC)N(C)C)C N,N,N',N'-tetramethyl-1,2-butylenediamine